tert-butyl 3-(4,4,5,5-tetramethyl-1,3,2-dioxaborolan-2-yl)-8-azaspiro[4.5]dec-2-ene-8-carboxylate CC1(OB(OC1(C)C)C1=CCC2(C1)CCN(CC2)C(=O)OC(C)(C)C)C